C(C1=CC=CC=C1)NC(COCCO)NCC1=CC=CC=C1 2-(bis(benzylamino)ethoxy)ethanol